1-(7-chloroisochroman-5-yl)-3-(1,3-dioxan-2-yl)propane ClC1=CC(=C2CCOCC2=C1)CCCC1OCCCO1